3-(1-hydroxy-4-methylpyrido[3,4-d]pyridazin-7-yl)-3,6-diazabicyclo[3.1.1]heptane-6-carboxylic acid tert-butyl ester C(C)(C)(C)OC(=O)N1C2CN(CC1C2)C2=CC=1C(=C(N=NC1O)C)C=N2